5-[(3R)-4-{[(1S,2S)-2-fluorocyclopropyl]carbonyl}-3-methylpiperazin-1-yl]-3-(1-methyl-1H-pyrazol-4-yl)pyrazine-2-carbonitrile F[C@@H]1[C@@H](C1)C(=O)N1[C@@H](CN(CC1)C=1N=C(C(=NC1)C#N)C=1C=NN(C1)C)C